FC1=C(C=C(C=C1C)[N+](=O)[O-])C(C)NC1=NC(=NC2=CC=C(C=C12)N(C=1C=C(C(=NC1)OC)CC(=O)N(C)C)C)C 2-(5-((4-((1-(2-fluoro-3-methyl-5-nitrophenyl)ethyl)amino)-2-methylquinazolin-6-yl)(Methyl)amino)-2-methoxypyridin-3-yl)-N,N-dimethylacetamide